COC=1C=C(C=CC1OC)CCC1=C(C=CC(=C1)OC)C1=CC=CC=C1 (3,4-Dimethoxyphenylethyl)-4-methoxy-[1,1'-biphenyl]